tert-butyl 4-[[4,5-dichloro-2-(prop-2-en-1-yloxy)phenyl]([[(9H-fluoren-9-yl)methoxy]carbonyl]amino)methyl]piperidine-1-carboxylate ClC1=CC(=C(C=C1Cl)C(C1CCN(CC1)C(=O)OC(C)(C)C)NC(=O)OCC1C2=CC=CC=C2C=2C=CC=CC12)OCC=C